4,4'-cyclohexylidenebis[2-cyclohexyl-6-[(4-hydroxy-3,5-dimethylphenyl)methyl]phenol] C1(CCCCC1)(C1=CC(=C(C(=C1)CC1=CC(=C(C(=C1)C)O)C)O)C1CCCCC1)C1=CC(=C(C(=C1)CC1=CC(=C(C(=C1)C)O)C)O)C1CCCCC1